Octyl-ammonium C(CCCCCCC)[NH3+]